(S)-1-((2-chloro-6-(7-fluoroquinolin-4-yl)pyridin-3-yl)oxy)-2,4-dimethyl-pentan-2-amine ClC1=NC(=CC=C1OC[C@](CC(C)C)(N)C)C1=CC=NC2=CC(=CC=C12)F